(Z)-7-(5-(furan-2-ylmethylene)-2,4-dioxathiazolidine-3-yl)-N-hydroxyheptanamide O1C(=CC=C1)\C=C/1\ON(OS1)CCCCCCC(=O)NO